8-bromo-2-(tetrahydro-2H-pyran-4-yl)quinoline BrC=1C=CC=C2C=CC(=NC12)C1CCOCC1